1-(4-((2-(4-cyclopropyl-6-methoxypyrimidin-5-yl)-5-oxo-6,7-dihydropyrazolo[1,5-a]pyrimidin-4(5H)-yl)methyl)phenyl)-5-methoxy-1H-pyrazole-3-carbonitrile C1(CC1)C1=NC=NC(=C1C1=NN2C(N(C(CC2)=O)CC2=CC=C(C=C2)N2N=C(C=C2OC)C#N)=C1)OC